COC1=C(C=C(C=C1)C1=CC=C(C=C1)NC([C@@H]1N(CCC1)C(NC1=CC=C(C=C1)C(C)C)=O)=O)C(=O)O 4-methoxy-4'-[(1-{[4-(propan-2-yl)phenyl]carbamoyl}-D-prolyl)amino][1,1'-biphenyl]-3-carboxylic acid